C(#N)C=1C=C(C=C(C1)C#N)C(C(=O)OCC)C1CC(CC1)(F)F rac-ethyl 2-(3,5-dicyanophenyl)-2-(3,3-difluorocyclopentyl)acetate